N-(3-bromo-2-chlorophenyl)-5-(((2-hydroxyethyl)amino)methyl)picolinamide BrC=1C(=C(C=CC1)NC(C1=NC=C(C=C1)CNCCO)=O)Cl